ClC=1N=C(C=C2C=C(C=NC12)CN1C[C@@H](CC1)O)C (R)-1-((8-chloro-6-methyl-1,7-naphthyridin-3-yl)methyl)pyrrolidin-3-ol